NC1=NC=NN2C1=C(C=C2C=2C=NN(C2)C2CCNCC2)C2=CC(=C(C=C2)NC(OC(C)(C)C)=O)OC tert-Butyl (4-(4-amino-7-(1-(piperidin-4-yl)-1H-pyrazol-4-yl)pyrrolo[2,1-F][1,2,4]triazin-5-yl)-2-methoxyphenyl)carbamate